ClC=1SC=CC1F 2-chloro-3-fluoro-thiophene